FCC(C(C(C(C(O)(F)F)(F)F)(F)F)(F)F)(F)F undecafluoro-1-n-hexanol